2-(dimethylamino)-1-(4-(3-isopropyl-2-(8-methoxy-[1,2,4]triazolo[1,5-a]pyridin-6-yl)-4-methyl-1H-pyrrolo[2,3-c]pyridin-5-yl)piperidin-1-yl)ethan-1-one CN(CC(=O)N1CCC(CC1)C=1C(=C2C(=CN1)NC(=C2C(C)C)C=2C=C(C=1N(C2)N=CN1)OC)C)C